2-(N-methyl-N-t-butoxycarbonylamino)ethyl isothiocyanate CN(C(=O)OC(C)(C)C)CCN=C=S